γ-valerolactam C1(CCC(C)N1)=O